7-bromo-6-chloro-N-[3,6-difluoro-5-(2-fluoroethoxy)-2-pyridinyl]-1H-indole-3-sulfonamide BrC=1C(=CC=C2C(=CNC12)S(=O)(=O)NC1=NC(=C(C=C1F)OCCF)F)Cl